tert-butyl (3aR,5S,6aS)-3a-methyl-5-((6-(4-(trifluoromethyl)pyridin-3-yl)pyridazin-3-yl)amino)hexahydrocyclopenta[c]pyrrole-2(1H)-carboxylate C[C@@]12[C@@H](CN(C1)C(=O)OC(C)(C)C)C[C@@H](C2)NC=2N=NC(=CC2)C=2C=NC=CC2C(F)(F)F